4-Ethyl-1-[3-(triethoxysilyl)propyl]-1,2,3-triazole C(C)C=1N=NN(C1)CCC[Si](OCC)(OCC)OCC